(5Z)-5-[(2-methyl-1,3-benzothiazol-6-yl)methylene]-2-thioxo-imidazolidin-4-one CC=1SC2=C(N1)C=CC(=C2)\C=C/2\C(NC(N2)=S)=O